3-((3-exo)-3-((7-((1H-pyrazolo[3,4-c]pyridin-3-yl)amino)-1,6-naphthyridin-5-yl)amino)-8-azabicyclo[3.2.1]octan-8-yl)propionitrile N1N=C(C=2C1=CN=CC2)NC2=NC(=C1C=CC=NC1=C2)NC2CC1CCC(C2)N1CCC#N